2,5-dioxopyrrolidin-1-yl hex-5-ynoate C(CCCC#C)(=O)ON1C(CCC1=O)=O